C1(=CC=CC=C1)CCN(CCC)C1CC2=CC=CC(=C2CC1)O 2-(N-phenylethyl-N-propylamino)-5-hydroxytetralin